C(C)(C)(CC(C)(C)C)C1=CC(=CC(=C1O)C(C)(C)CC(C)(C)C)C 2,6-di-tert-octyl-p-cresol